COCC(C)=O 3-methoxy-propan-one